trans-methyl 4-(5-(4-chlorobenzyl)-1,3,4-oxadiazol-2-yl)cyclohexanecarboxylate ClC1=CC=C(CC2=NN=C(O2)[C@@H]2CC[C@H](CC2)C(=O)OC)C=C1